tert-butoxycarbonyl-(Boc)3-amino-1-propanol C(C)(C)(C)OC(=O)C(CCN)(O)C(=O)OC(C)(C)C